BrC=1C2=C(C(=NC1)NCC=1C=C(C(=O)NC3=NC=C(C=C3)OCCN(C)C)C=CC1)CCO2 3-(((7-Bromo-2,3-dihydrofuro[3,2-c]pyridin-4-yl)amino)methyl)-N-(5-(2-(dimethylamino)ethoxy)pyridin-2-yl)benzamide